C(=C)C1=CC=2OCCN(C2N=C1)C(=O)OC(C)(C)C tert-butyl 7-vinyl-2,3-dihydro-4H-pyrido[3,2-b][1,4]oxazine-4-carboxylate